4-(6-hydroxyhexyloxy)benzophenone OCCCCCCOC1=CC=C(C(=O)C2=CC=CC=C2)C=C1